C[Ti](NC1CCCCCCCCCC1)(C1(C(=C(C(=C1)C)C)C)C)[SiH2]C1=CC=CC=C1 methylphenylsilyl-(tetramethylcyclopentadienyl)(cycloundecylamino)titanium